ClCCC(C(=O)OCC)(C)C ethyl 4-chloro-2,2-dimethylbutyrate